4-chloro-7-(1,2-dimethylbenzimidazol-5-yl)-3-fluoro-thieno[2,3-d]pyridazine ClC1=C2C(=C(N=N1)C1=CC3=C(N(C(=N3)C)C)C=C1)SC=C2F